C1(CC1)C(=O)N1[C@H]([C@H]([C@H](C1)F)NS(=O)(=O)C)CC=1C(=C(C=CC1)C1=CC(=CC(=C1)F)F)F N-{(2S,3R,4S)-1-(cyclopropanecarbonyl)-4-fluoro-2-[(2,3',5'-trifluoro[1,1'-biphenyl]-3-yl)methyl]pyrrolidin-3-yl}methane-sulfonamide